3,4-Dichlorobenzyl 2,4,6-tri-O-acetyl-3-azido-3-deoxy-1-thio-α-D-galactopyranoside C(C)(=O)O[C@H]1[C@@H](SCC2=CC(=C(C=C2)Cl)Cl)O[C@@H]([C@@H]([C@@H]1N=[N+]=[N-])OC(C)=O)COC(C)=O